6-methoxy-7-(3-(pyrrolidin-1-yl)propoxy)-N4-(tetrahydro-2H-pyran-4-yl)quinazoline-2,4-diamine COC=1C=C2C(=NC(=NC2=CC1OCCCN1CCCC1)N)NC1CCOCC1